(4-(3-hydroxyoxetan-3-yl)-3,5-dimethoxyphenyl)(4-(4-(trifluoromethyl)phenoxy)piperidin-1-yl)methanone OC1(COC1)C1=C(C=C(C=C1OC)C(=O)N1CCC(CC1)OC1=CC=C(C=C1)C(F)(F)F)OC